(R)-1-(4-((1-(3-(difluoromethyl)-2-fluorophenyl)ethyl)amino)-7-(oxetan-3-yloxy)pyrido[2,3-d]pyrimidin-6-yl)cyclopropane-1-carbonitrile FC(C=1C(=C(C=CC1)[C@@H](C)NC=1C2=C(N=CN1)N=C(C(=C2)C2(CC2)C#N)OC2COC2)F)F